2-ethyl-4-isopropenylphenol C(C)C1=C(C=CC(=C1)C(=C)C)O